2-Fluoro-3-(7-iodo-3H-imidazo[4,5-b]pyridin-5-yl)benzonitrile FC1=C(C#N)C=CC=C1C1=CC(=C2C(=N1)NC=N2)I